2-(2,6-dioxopiperidin-3-yl)-4-(4-(5-((6-(piperazin-1-yl)pyridin-3-yl)oxy)pentyl)piperazin-1-yl)isoindoline-1,3-dione hydrochloride Cl.O=C1NC(CCC1N1C(C2=CC=CC(=C2C1=O)N1CCN(CC1)CCCCCOC=1C=NC(=CC1)N1CCNCC1)=O)=O